trimethylsilyl-1-methyl-1H-[1,2,4]triazole-3-carboxylic acid C[Si](C)(C)C1=NC(=NN1C)C(=O)O